N-stearyloleic acid amide C(CCCCCCCCCCCCCCCCC)NC(CCCCCCC\C=C/CCCCCCCC)=O